(2S)-3-[3-[3-(3-Benzyloxyphenyl)-2-oxo-imidazolidin-1-yl]phenyl]-2-[(3R)-1-tert-butoxycarbonylpyrrolidin-3-yl]propanoic acid C(C1=CC=CC=C1)OC=1C=C(C=CC1)N1C(N(CC1)C=1C=C(C=CC1)C[C@H](C(=O)O)[C@@H]1CN(CC1)C(=O)OC(C)(C)C)=O